(5-(3-chlorobenzyl)pyridin-2-yl)-1-methyl-6-oxo-1,6-dihydropyridazine-3-carboxamide ClC=1C=C(CC=2C=CC(=NC2)C=2C(=NN(C(C2)=O)C)C(=O)N)C=CC1